4-[[3-[4-(difluoromethoxy)phenyl]imidazo[1,2-a]pyrazin-8-yl]amino]-2-methyl-N-[2-[2-[[2-(methylamino)acetyl]amino]ethoxy]ethyl]benzamide FC(OC1=CC=C(C=C1)C1=CN=C2N1C=CN=C2NC2=CC(=C(C(=O)NCCOCCNC(CNC)=O)C=C2)C)F